C1(=CC=CC2=CC=CC=C12)CC(=O)[O-].[K+] Potassium 1-naphthaleneacetate